N(C1=CC=CC=C1)C1=NC(=NC(=N1)N(C)CCO)NC=1C=C(C(=CC1)C=CC=1C(=CC(=CC1)NC1=NC(=NC(=N1)NC1=CC=CC=C1)N(CCO)C)S(=O)(=O)[O-])S(=O)(=O)[O-].[Na+].[Na+] disodium 4,4'-bis{[4-anilino-6-(N-2-hydroxyethyl-N-methylamino)-s-triazin-2-yl]-amino}-2,2'-stilbenedisulfonate